C1=C(C(=O)NC(=S)N1[C@H]2[C@@H]([C@@H]([C@H](O2)COP(=O)(O)O)O)O)CNCC(=O)O The molecule is a pyrimidine ribonucleoside 5'-monophosphate having 5-carboxymethylamino-2-thiouracil as the nucleobase. It has a role as a Mycoplasma genitalium metabolite. It is a glycine derivative and a pyrimidine ribonucleoside 5'-monophosphate.